(R)-3-((7-bromo-2-chloro-8-fluoro-6-(trifluoromethyl)quinazolin-4-yl)(methyl)amino)pyrrolidine-1-carboxylic acid tert-butyl ester C(C)(C)(C)OC(=O)N1C[C@@H](CC1)N(C)C1=NC(=NC2=C(C(=C(C=C12)C(F)(F)F)Br)F)Cl